2-(fluoromethoxy)-4-(methylsulfonyl)-N-(prop-2-yn-1-yl)aniline FCOC1=C(NCC#C)C=CC(=C1)S(=O)(=O)C